P(OC1C(N(C(CC1)(C)C)C)(C)C)(OC1C(N(C(CC1)(C)C)C)(C)C)OC1C(N(C(CC1)(C)C)C)(C)C tris-(1,2,2,6,6-pentamethylpiperidinyl) phosphite